C(C)[C@@]1(C(NCC1)=O)C=1OC(=NN1)C=1C(=NC=CC1)NC1=CC=C(C=C1)C(F)(F)F (3S)-3-Ethyl-3-[5-[2-[4-(trifluoromethyl)anilino]-3-pyridinyl]-1,3,4-oxadiazol-2-yl]pyrrolidin-2-one